2-fluoro-3,4'-bipyridine FC1=NC=CC=C1C1=CC=NC=C1